CC1=CC=C(C=C1)S(=O)(=O)O[C@H](COCC1=CC=CC=C1)CO[C@@H]1CNCC1 (R)-1-(Benzyloxy)-3-(((S)-pyrrolidin-3-yl)oxy)propan-2-yl 4-methylbenzenesulfonate